tert-Butyl 3,3-dimethyl-5-trifluoromethoxy-2,3-dihydro-1H-benzo[d][1,3]azasilole-1-carboxylate C[Si]1(CN(C2=C1C=C(C=C2)OC(F)(F)F)C(=O)OC(C)(C)C)C